O=C(CCC(=O)OC)P(=O)(O)O methyl 4-oxo-4-phosphonobutanoate